t-butyl 2-((7-(methanesulfonyl)oxy-heptyl)oxy)acetate CS(=O)(=O)OCCCCCCCOCC(=O)OC(C)(C)C